C(C)(C)(C)[Si](ON1[C@@H]2C=C([C@H](N(C1=O)C2)C(=O)NCO)C)(C)C (2S,5R)-6-[tert-butyl-(dimethyl)silyl]oxy-N-(hydroxymethyl)-3-methyl-7-oxo-1,6-diazabicyclo[3.2.1]oct-3-ene-2-carboxamide